C(C)(=O)NC1C[C@H]2C([C@H]2CC1)C(=O)NC=1N=CC2=C(C(=C(C=C2C1)C1=C(C2=C(OCCN2)N=C1)C)F)N (1R,6S)-3-acetamido-N-(8-amino-7-fluoro-6-(8-methyl-2,3-dihydro-1H-pyrido[2,3-b][1,4]oxazin-7-yl)isoquinolin-3-yl)bicyclo[4.1.0]heptane-7-carboxamide